ClC1=CC=C(C=C1)[C@H](CC(=O)O)N1[C@@](C2=C(C=C(C=C2C1=O)C(C)(O)C1CCC1)F)(OC)C1=CC=C(C=C1)Cl (3S)-3-(4-chlorophenyl)3-[(1R)-1-(4-chlorophenyl)-5-(1-cyclobutyl-1-hydroxyethyl)-7-fluoro-1-methoxy-3-oxo-2,3-dihydro-1H-isoindol-2-yl]propanoic acid